(methyl)ammonia CN